N-(3-chlorophenyl)-3-(5-(trifluoromethyl)-1,2,4-oxadiazol-3-yl)-6,7-dihydrothieno[3,2-c]pyridine-5(4H)-carboxamide ClC=1C=C(C=CC1)NC(=O)N1CC2=C(CC1)SC=C2C2=NOC(=N2)C(F)(F)F